CC1=C(C=2N(C=C1C=1NC3=CC=C(C=C3C1C(C)C)C1CCN(CC1)CC#N)C=NN2)C 2-(4-(2-(7,8-dimethyl-[1,2,4]triazolo[4,3-a]pyridin-6-yl)-3-isopropyl-1H-indol-5-yl)piperidin-1-yl)acetonitrile